CC(C)(CCC(C)C)O 2,5-dimethyl-2-hexanol